O1C(=NC2=C1C=CC=C2)C=2C=C(C=CC2)NC(CC2=CC(=CC=C2)OC(F)(F)F)=O N-(3-(benzo[d]oxazol-2-yl)phenyl)-2-(3-(trifluoromethoxy)phenyl)acetamide